24-tetracosanoic acid CCCCCCCCCCCCCCCCCCCCCCCC(=O)O